tert-butyl-10-((dimethyl-amino)-methylene)-8-methylene-11-oxo-3,4,8,9,10,11-hexahydro-1H-pyrido[4',3':3,4]-pyrazolo[1,5-a]azepine-2(7H)-carboxylate C(C)(C)(C)OC(=O)N1CC=2C(=NN3C2C(C(CC(C3)=C)=CN(C)C)=O)CC1